tert-butyl 4-[2-[3-[4-(ethylsulfonylamino)-2-(6-methyl-7-oxo-1H-pyrrolo[2,3-c]pyridin-4-yl)phenoxy] phenoxy]ethoxy]piperidine-1-carboxylate C(C)S(=O)(=O)NC1=CC(=C(OC=2C=C(OCCOC3CCN(CC3)C(=O)OC(C)(C)C)C=CC2)C=C1)C=1C2=C(C(N(C1)C)=O)NC=C2